[O-2].[Ho+3].[O-2].[O-2].[Ho+3] holmium (+3) oxide